COC(=O)C1=CC2=NC=CC(=C2S1)B(O)O (2-(methoxycarbonyl)thieno[3,2-b]pyridin-7-yl)boronic acid